C(C1=CC=CC=C1)OC1=CC(=NC=2C=CC=C(C12)C#N)Cl 4-benzyloxy-2-chloro-quinoline-5-carbonitrile